(2S,4R)-2-((1H-1,2,3-triazol-1-yl)methyl)-4-(5-(3-vinylphenyl)oxazole-2-carboxamido)pyrrolidine-1-carboxylic acid tert-butyl ester C(C)(C)(C)OC(=O)N1[C@@H](C[C@H](C1)NC(=O)C=1OC(=CN1)C1=CC(=CC=C1)C=C)CN1N=NC=C1